Tert-Butyl 3',6-Dioxo-6,8-Dihydro-2H-Spiro[Benzo[2,1-b:3,4-c']Difuran-3,4'-Piperidine]-1'-Carboxylate O=C1CN(CCC12C1=C(OC2)C=2COC(C2C=C1)=O)C(=O)OC(C)(C)C